[O-2].C1(=CC=CC=C1)[Si](O[V+2](O[Si](C1=CC=CC=C1)(C1=CC=CC=C1)C1=CC=CC=C1)O[Si](C1=CC=CC=C1)(C1=CC=CC=C1)C1=CC=CC=C1)(C1=CC=CC=C1)C1=CC=CC=C1 tri(triphenylsiloxy)vanadium oxide